NC1=CC=C(C(=N1)C=1C=C2CN(C(C2=CC1)=O)C1C(NC(CC1)=O)=O)C1CC1 3-[5-(6-amino-3-cyclopropylpyridin-2-yl)-1-oxo-2,3-dihydro-1H-isoindol-2-yl]piperidine-2,6-dione